NC[C@@H](C(=O)N)C (S)-3-amino-2-methylpropanamide